Tert-Butyl 2-methyl-1-oxo-8-azaspiro[4.5]decane-8-carboxylate CC1C(C2(CC1)CCN(CC2)C(=O)OC(C)(C)C)=O